1,4-dichloromethylnaphthalene ClCC1=CC=C(C2=CC=CC=C12)CCl